COC1=NC(=NC(=C1)OC)NC(=O)NS(=O)(=O)C1=C(C(=O)N(C)C)C=CC(=C1)NC=O 2-[[[[(4,6-dimethoxy-2-pyrimidinyl)amino]carbonyl]amino]sulfonyl]-4-(formylamino)-N,N-dimethylbenzamide